P(OCC)(=O)(N)N 2-ethyl phosphorodiamidate